C(C(=O)C)C1(CC1)C#N 1-acetonylcyclopropanecarbonitrile